4-trifluoromethylphenyl-ethyl bromide FC(C1=CC=C(C=C1)CCBr)(F)F